5-aminopyridine-2-carboxylic Acid NC=1C=CC(=NC1)C(=O)O